tert-Butyl (2S,3S)-3-amino-2-(3-bromo-2-fluorobenzyl)pyrrolidine-1-carboxylate N-[(4-methylphenyl)sulfonyl]-L-phenylalanine salt CC1=CC=C(C=C1)S(=O)(=O)N[C@@H](CC1=CC=CC=C1)C(=O)O.N[C@@H]1[C@@H](N(CC1)C(=O)OC(C)(C)C)CC1=C(C(=CC=C1)Br)F